(2S,4R)-1-(2-(3-(2-aminoethoxy)isoxazol-5-yl)-3-methylbutanoyl)-4-hydroxy-N-((R)-1-(4-(4-methylthiazol-5-yl)phenyl)ethyl)pyrrolidine-2-carboxamide NCCOC1=NOC(=C1)C(C(=O)N1[C@@H](C[C@H](C1)O)C(=O)N[C@H](C)C1=CC=C(C=C1)C1=C(N=CS1)C)C(C)C